ClC1=CC=2CC3=CC=CC=C3CC2C=C1 2-chloro-9,10-dihydroanthracene